CC1=C(C=C(C2=C1CCO2)C(=O)N[C@H]2CCOC[C@@H]2O)CC2=CC=C(C=C2)C2=NC(=NC=C2)C 1,5-anhydro-2,3-dideoxy-3-[(4-methyl-5-{[4-(2-methylpyrimidin-4-yl)phenyl]methyl}-2,3-dihydro-1-benzofuran-7-carbonyl)amino]-L-threo-pentitol